4-(4-(pyridin-4-yl)-7-(pyrimidin-4-yl)-5H-pyrrolo[3,2-d]pyrimidin-2-yl)morpholine N1=CC=C(C=C1)C=1C2=C(N=C(N1)N1CCOCC1)C(=CN2)C2=NC=NC=C2